tert-butyl N-{5-[(2R)-2-[(tert-butoxycarbonyl)amino]but-3-yn-1-yl]-6-methylthieno[3,2-c][1,2]thiazol-3-yl}-N-(thiophen-2-ylmethyl)carbamate C(C)(C)(C)OC(=O)N[C@H](CC1=C(C2=NSC(=C2S1)N(C(OC(C)(C)C)=O)CC=1SC=CC1)C)C#C